S1(C=CC=C1)=O Thiolone